BrC=1C=C2CCC(C(C2=CC1OC)(C)C)=O 6-bromo-7-methoxy-1,1-dimethyl-3,4-dihydronaphthalen-2(1H)-one